(3,4-dihydroquinoline-1(2H)-yl)methanone N1(CCCC2=CC=CC=C12)C=O